tert-butyl 4-{6-[(1-{[4-(propan-2-yl)phenyl]carbamoyl}-D-prolyl)amino]pyridin-3-yl}benzoate CC(C)C1=CC=C(C=C1)NC(=O)N1[C@H](CCC1)C(=O)NC1=CC=C(C=N1)C1=CC=C(C(=O)OC(C)(C)C)C=C1